C(C)N1C2N(C3=C(C1)C=C(C=N3)C(F)(F)F)CCNC2 6-ethyl-3-(trifluoromethyl)-5,6,6a,7,9,10-hexahydro-8H-pyrazino[1,2-a]pyrido[3,2-e]pyrimidin